(E)-4-(3,5-dimethoxystyryl)phenyl sulfurofluoridate S(OC1=CC=C(C=C1)\C=C\C1=CC(=CC(=C1)OC)OC)(=O)(=O)F